(Z)-2-(2-(3-(4-(2,6-dimethoxy-4-(1,4,5-trimethyl-6-oxo-1,6-dihydropyridin-3-yl)benzyl)piperazin-1-yl)phenyl)pyrrolidine-1-carbonyl)-4,4-dimethylpent-2-enenitrile COC1=C(CN2CCN(CC2)C=2C=C(C=CC2)C2N(CCC2)C(=O)\C(\C#N)=C/C(C)(C)C)C(=CC(=C1)C1=CN(C(C(=C1C)C)=O)C)OC